ClC1=CC=C(C=C1)[C@H](C(=O)N1CCN(CC1)C=1C2=C(N=CN1)[C@@H](C[C@H]2C)O)CN(C2CCOCC2)CC (S)-2-(4-chlorophenyl)-3-(ethyl(tetrahydro-2H-pyran-4-yl)amino)-1-(4-((5R,7R)-7-hydroxy-5-methyl-6,7-dihydro-5H-cyclopenta[d]pyrimidin-4-yl)piperazin-1-yl)propan-1-one